2,2-Dimethyl-3-[(1E)-3-methylbuta-1,3-dienyl]-7-pentyl-3,4-dihydrochromen-5-ol CC1(OC=2C=C(C=C(C2CC1\C=C\C(=C)C)O)CCCCC)C